1-(2-methoxyethyl)-3-{1-[2-{[1-(propan-2-yl)-1H-pyrazolo[4,3-c]pyridin-6-yl]amino}-6-(pyrrolidin-1-yl)pyrimidin-4-yl]azetidin-3-yl}urea COCCNC(=O)NC1CN(C1)C1=NC(=NC(=C1)N1CCCC1)NC1=CC2=C(C=N1)C=NN2C(C)C